(E)-((2-bromo-3-chloro-5-phenylpent-4-en-1-yl)oxy)(tert-butyl)DIMETHYLSILANE BrC(CO[Si](C)(C)C(C)(C)C)C(\C=C\C1=CC=CC=C1)Cl